BrC=1C=C(C=NC1Cl)C(C)O 1-(5-bromo-6-chloropyridin-3-yl)ethan-1-ol